C1(CC1)C=1C(=C2C(C(N(C2=C(C1)F)CC(=O)OC(C)(C)C)=O)(C)C)F tert-butyl 2-(5-cyclopropyl-4,7-difluoro-3,3-dimethyl-2-oxoindol-1-yl)acetate